3-[(2,6-dioxo-3-piperidyl)methylamino]benzenesulfonyl fluoride O=C1NC(CCC1CNC=1C=C(C=CC1)S(=O)(=O)F)=O